2-((4-(2,7-diazaspiro[3.5]nonan-2-yl)pyrimidin-5-yl)oxy)-5-fluoro-N-isopropyl-N-(2-methoxyethyl)benzamide C1N(CC12CCNCC2)C2=NC=NC=C2OC2=C(C(=O)N(CCOC)C(C)C)C=C(C=C2)F